7H-purine-6-carboxylate N1=CN=C2N=CNC2=C1C(=O)[O-]